NC1=CC2=C(N(C([C@H](O2)C)=O)CC2=CC(=CC=C2)C(F)F)C(=C1F)F (2R)-7-amino-4-{[3-(difluoromethyl)phenyl]methyl}-5,6-difluoro-2-methyl-2H-1,4-benzoxazin-3-one